C(C)(C)(C)OC(=O)N1C[C@H](N(CC1)C(=O)N1CC2(CCCC2)C(=CC1)CN1C=NC(=CC1=O)C1=CC=CC=C1)C1=CC=CC=C1 (R)-4-(10-((6-oxo-4-phenylpyrimidin-1(6H)-yl)methyl)-7-azaspiro[4.5]dec-9-ene-7-carbonyl)-3-phenylpiperazine-1-carboxylic acid tert-butyl ester